5-cyclopropylpyrazin-2-amine C1(CC1)C=1N=CC(=NC1)N